N1(CCC1)C1CCN(CC1)C1=C(C=C(C(=C1)OC)NC1=NC=NC(=C1)N1OCC[C@@H]1C1=CC(=CC=C1)C(F)(F)F)NC(C=C)=O (R)-N-(2-(4-(azetidin-1-yl)piperidin-1-yl)-4-methoxy-5-((6-(3-(3-(trifluoromethyl)phenyl)isoxazolidin-2-yl)pyrimidin-4-yl)amino)phenyl)acrylamide